4-(2-(3-nitrophenyl)-6-(pyridin-4-yl)thieno[3,2-d]pyrimidin-4-yl)morpholin [N+](=O)([O-])C=1C=C(C=CC1)C=1N=C(C2=C(N1)C=C(S2)C2=CC=NC=C2)N2CCOCC2